COC1=C(C=C2C(=NC=NC2=C1)C=1C(=NN(C1)C)C1=CC=CC=C1)O[C@@H]1COCC1 (S)-7-methoxy-4-(1-methyl-3-phenyl-1H-pyrazol-4-yl)-6-((tetrahydrofuran-3-yl)oxy)quinazoline